BrC1=CC=C(C(C(C2=CC=C(C=C2)Br)=O)=O)C=C1 dibromobenzil